2-methyl-5-(5-phenyl-4H-1,2,4-triazol-3-yl)-N-(pyridin-3-ylmethyl)benzenesulfonamide CC1=C(C=C(C=C1)C1=NN=C(N1)C1=CC=CC=C1)S(=O)(=O)NCC=1C=NC=CC1